(S)-2-(1-((2-Chloro-4-methylpyridin-3-yl)oxy)-8-((1,1,1-trifluoropropan-2-yl)oxy)isoquinolin-6-yl)-4-ethyl-5-(hydroxymethyl)-2,4-dihydro-3H-1,2,4-triazol-3-one ClC1=NC=CC(=C1OC1=NC=CC2=CC(=CC(=C12)O[C@H](C(F)(F)F)C)N1N=C(N(C1=O)CC)CO)C